C(C)(=O)N1CC=2N(CC1)C(=NC2C=2C=CC=C1C=C(N=CC21)C=2C=CC(=NC2)C(=O)NC\C=C\C2=C1CN(C(C1=CC=C2)=O)C2C(NC(CC2)=O)=O)C2CC2 (E)-5-(8-(7-Acetyl-3-cyclopropyl-5,6,7,8-tetrahydroimidazo[1,5-a]pyrazin-1-yl)isoquinolin-3-yl)-N-(3-(2-(2,6-dioxopiperidin-3-yl)-1-oxoisoindolin-4-yl)allyl)picolinamide